N[C@H]1CS(C2=C(N(C1=O)CC1=CC=C(C=C1)Cl)C=C(C(=C2)F)C=2N=NN(N2)C2CCN(CC2)S(=O)(=O)C)(=O)=O (3R)-3-amino-5-[(4-chlorophenyl)methyl]-8-fluoro-7-[2-(1-methylsulfonyl-4-piperidyl)tetrazol-5-yl]-1,1-dioxo-2,3-dihydro-1λ6,5-benzothiazepin-4-one